6-(5-(3-aminoprop-1-yn-1-yl)furan-2-yl)hex-5-yn-1-amine NCC#CC1=CC=C(O1)C#CCCCCN